C1(CC1)C1=CC(=NN1)NC1=NC(=NC=C1)N1CC(CCC1)C(CC)(C)NC(OC(C)(C)C)=O tert-Butyl N-[1-[1-[4-[(5-Cyclopropyl-1H-pyrazol-3-yl)amino]pyrimidin-2-yl]-3-piperidyl]-1-methyl-propyl]carbamate